COC1=NC(=NN2C1=C(C=C2)C2=CC=1C=NC=CC1N2)NC2CC(C2)(O)C 3-((4-Methoxy-5-(1H-pyrrolo[3,2-c]pyridin-2-yl)pyrrolo[2,1-f][1,2,4]triazin-2-yl)amino)-1-methylcyclobutan-1-ol